4-(3-aminopyridin-4-yl)-5-chloro-N-(5-chloro-6-(2H-1,2,3-triazol-2-yl)pyridin-3-yl)-2-Fluorobenzamide formate C(=O)O.NC=1C=NC=CC1C1=CC(=C(C(=O)NC=2C=NC(=C(C2)Cl)N2N=CC=N2)C=C1Cl)F